CC12CC(C1)(C2)C=2CC1(CCC1)CCC2CC2N(CCNC2)C2=CC=C(C(=O)O)C=C2 4-((6-(3-methylbicyclo[1.1.1]pentan-1-yl)spiro[3.5]non-6-en-7-yl)methylpiperazin-1-yl)benzoic acid